ClCCCCOCCCCCl 4-chlorobutylether